aurous p-toluenesulfonate CC1=CC=C(C=C1)S(=O)(=O)[O-].[Au+]